tert-butyl (4-cyano-2,5-dimethoxyphenethyl)carbamate C(#N)C1=CC(=C(CCNC(OC(C)(C)C)=O)C=C1OC)OC